[N].NC1OCC1 aminooxetane nitrogen